1-(3-((3-(1H-pyrazol-4-yl)-1H-indazol-6-yl)amino)phenyl)-3-(3-(trifluoromethyl)phenyl)urea N1N=CC(=C1)C1=NNC2=CC(=CC=C12)NC=1C=C(C=CC1)NC(=O)NC1=CC(=CC=C1)C(F)(F)F